(4-chlorophenyl)-6-(4-methylpiperazin-1-yl)-2-(pyridin-3-yl)pyrimidine ClC1=CC=C(C=C1)C1=NC(=NC(=C1)N1CCN(CC1)C)C=1C=NC=CC1